(+)-4-(4-methoxyphenyl)-3-toluenesulfonyl-chroman-2-one 4-[(2-sulfanylacetyl)oxy]butyl-prop-2-enoate SCC(=O)OCCCCOC(C=C)=O.COC1=CC=C(C=C1)C1C(C(OC2=CC=CC=C12)=O)S(=O)(=O)CC1=CC=CC=C1